adamantanespirofluoren tert-butyl-(S)-2-(hydroxymethyl)pyrrolidine-1-carboxylate C(C)(C)(C)OC(=O)N1[C@@H](CCC1)CO.C12(C=CC=C3C4=CC=CC=C4C=C13)C1CC3CC(CC2C3)C1